C1(CCCCCCCCCCN1)=O undecano-lactam